COC1=CC=C(CN(C=2C3=C(N=CN2)N(C=C3)[C@@H]3C[C@H]([C@@H]2[C@H]3OC(O2)(C)C)CNCCC(=O)NCCC2=CC=CC=C2)C)C=C1 3-((((3aR,4S,6R,6aS)-6-(4-((4-methoxybenzyl)(methyl)amino)-7H-pyrrolo[2,3-d]pyrimidin-7-yl)-2,2-dimethyltetrahydro-4H-cyclopenta[d][1,3]dioxol-4-yl)methyl)amino)-N-phenethylpropanamide